N1C=NC=2CN(CCC21)C2=NC(=NC=C2)NC2=CC(=CC=C2)C(F)(F)F 4-(1,4,6,7-tetrahydro-5H-imidazo[4,5-c]pyridin-5-yl)-N-(3-(trifluoromethyl)phenyl)pyrimidin-2-amine